4-[6-amino-2-(trifluoromethyl)-9H-purin-9-yl]cyclohexanecarboxylic acid methyl ester COC(=O)C1CCC(CC1)N1C2=NC(=NC(=C2N=C1)N)C(F)(F)F